C(=O)(OC(C)(C)C)C([C@@H](C(=O)O)N)C1=CC=CC=C1 (S)-3-Boc-amino-3-phenylpropionic acid